NC[C@H]1C=2C=CC(=CC2CCC1)N(C1=CC(N(C=C1)C)=O)C 4-{[(5R)-5-(aminomethyl)-5,6,7,8-tetrahydronaphthalen-2-yl](methyl)amino}-1-methyl-1,2-dihydropyridin-2-one